tricyclohexadecanol phosphite P(O)(O)O.C1(CCCCCCCCCCCCCCC1)O.C1(CCCCCCCCCCCCCCC1)O.C1(CCCCCCCCCCCCCCC1)O